O(C1=CC=CC=C1)C=1C=C(C(=O)[O-])C=CC1 3-phenoxybenzoate